tert-butyl 4-(2-aminothiazol-5-yl)piperidine-1-carboxylate NC=1SC(=CN1)C1CCN(CC1)C(=O)OC(C)(C)C